N-(1-(m-tolylamino)-2,3-dihydro-1H-inden-5-yl)acrylamide C1(=CC(=CC=C1)NC1CCC2=CC(=CC=C12)NC(C=C)=O)C